N-((R)-1,2,3,4-tetrahydronaphthalen-1-yl)-1,2,3,4-tetrahydroisoquinoline-3-carboxamide trihydrochloride salt Cl.Cl.Cl.[C@H]1(CCCC2=CC=CC=C12)NC(=O)C1NCC2=CC=CC=C2C1